{3-[2,4-bis(trifluoromethyl)phenyl]-7,8-difluoro-2-oxo-2,3,4,5-tetrahydro-1H-1-benzazepine-1-Yl}acetonitrile FC(C1=C(C=CC(=C1)C(F)(F)F)C1C(N(C2=C(CC1)C=C(C(=C2)F)F)CC#N)=O)(F)F